5,5'-(1,3-phenylene)bis(3-phenyl-1h-pyrazole) C1(=CC(=CC=C1)C1=CC(=NN1)C1=CC=CC=C1)C1=CC(=NN1)C1=CC=CC=C1